N1=C(C=CC2=CC=CC=C12)C=1C(=NC=CN1)C(=O)N QUINOLINYL-PYRAZINE-CARBOXAMIDE